C(C)(C)(C)OC(=O)N1N=C(C2=C(C=CC=C12)Cl)N=S(=O)(C)C 1-(tert-butoxycarbonyl)-4-chloro-3-((dimethyl(oxo)-λ6-sulfenyl)amino)-1H-indazole